N-[4-(2-bromothiazol-5-yl)-3-(tert-butylsulfamoyl)phenyl]carbamic acid isopropyl ester C(C)(C)OC(NC1=CC(=C(C=C1)C1=CN=C(S1)Br)S(NC(C)(C)C)(=O)=O)=O